C1OC=2C=C(C=CC2O1)C1C2COC(C2CO1)C1=CC(=C(C=C1)O)OC 2-(3,4-methylenedioxyphenyl)-6-(3-methoxy-4-hydroxyphenyl)-3,7-dioxabicyclo[3.3.0]octane